3-((2,5-dichlorophenyl)imino)-1-methylindole-2-one ClC1=C(C=C(C=C1)Cl)N=C1C(N(C2=CC=CC=C12)C)=O